aminopentanoic acid amide NC(C(=O)N)CCC